triazine phenylcarbamate compound with diethyl carbonate C(OCC)(OCC)=O.C1(=CC=CC=C1)NC(O)=O.N1=NN=CC=C1